6,13-Dihydro-dibenzo[B,I]phenazine C1=CC=CC2=CC=3NC=4C=C5C(=CC4NC3C=C21)C=CC=C5